phosphate sodium salt hydrate O.[Na+].P(=O)([O-])([O-])[O-].[Na+].[Na+]